FC=1C(=C(C=CC1)O)C=1N=NC(=C2C1C=NC=C2)N[C@H]2[C@H](CCCC2)O 3-fluoro-2-(1-(((1r,2s)-2-hydroxycyclohexyl)amino)pyrido[3,4-d]pyridazin-4-yl)phenol